Cl.CNC N,N-dimethyl-amine hydrochloride